C(C)(C)N1C=NC(=C1)C(=O)N1C[C@H]2C([C@H]2C1)C1=NOC(C1C)(C)C {1-isopropyl-1H-imidazol-4-yl}[(1R,5S,6r)-6-(4,5,5-trimethyl-4,5-dihydro-1,2-oxazol-3-yl)-3-azabicyclo[3.1.0]hex-3-yl]methanone